N-{[5-(3,3-difluorocyclobutyl)pyridin-2-yl](phenyl)methyl}-4-fluoro-1-[2-(1H-1,2,3-triazol-5-yl)acetyl]pyrrolidine-2-carboxamide FC1(CC(C1)C=1C=CC(=NC1)C(NC(=O)C1N(CC(C1)F)C(CC1=CN=NN1)=O)C1=CC=CC=C1)F